(1s,3s)-3-(trifluoromethyl)cyclobutyl (4-cyclobutyl-3-(3,3-di-fluorocyclobutyl)-1-methyl-1H-pyrazol-5-yl)carbamate C1(CCC1)C=1C(=NN(C1NC(OC1CC(C1)C(F)(F)F)=O)C)C1CC(C1)(F)F